phenylbis(phenylethynyl)diboronic acid C1(=CC=CC=C1)OB(OB(O)C#CC1=CC=CC=C1)C#CC1=CC=CC=C1